COC(=O)C1N(CCC1)C1=NC(=CC(=C1)N1CCOCC1)OCC1=CC=C(C=C1)OC Methyl-1-[6-[(4-methoxyphenyl)methoxy]-4-morpholino-2-pyridyl]pyrrolidine-2-carboxylate